1-(3''-(4-(tert-butyl)piperazin-1-yl)-3-chloro-5'-fluoro-2'-hydroxy-5-methoxy-[1,1':3',1''-terphenyl]-4-yl)-3-methyl-1H-imidazol-2(3H)-one C(C)(C)(C)N1CCN(CC1)C=1C=C(C=CC1)C=1C(=C(C=C(C1)F)C1=CC(=C(C(=C1)OC)N1C(N(C=C1)C)=O)Cl)O